((7-chloro-2-methyl-1,2,3,4-tetrahydroisoquinolin-6-yl)amino)-5-((3-(trifluoromethyl)phenyl)amino)-1,2,4-triazine-6-carboxamide ClC1=C(C=C2CCN(CC2=C1)C)NC=1N=NC(=C(N1)NC1=CC(=CC=C1)C(F)(F)F)C(=O)N